C(CCC)P(OC(C(F)(F)F)(F)F)(OCC(F)(F)F)=O perfluoroethyl (2,2,2-trifluoroethyl) n-butylphosphonate